[C@H]12CN(C[C@H](CC1)N2)C2=NC(=NC1=C(C(=CC=C21)C2=CC(=CC1=CC=CC=C21)O)F)N2CC(CC2)NCC 4-(4-((1R,5S)-3,8-diazabicyclo[3.2.1]octan-3-yl)-2-(3-(ethylamino)pyrrolidin-1-yl)-8-fluoroquinazolin-7-yl)naphthalen-2-ol